C(C)(C)(C)C=1C=CC=CC1 m-tert-butylbenzene